methyl N-[5-[6-[(4-fluoro-3-methoxy-phenyl)-(methoxymethyl)carbamoyl]-8-methyl-imidazo[1,2-a]pyrazin-3-yl]-2-pyridyl]carbamate FC1=C(C=C(C=C1)N(C(=O)C=1N=C(C=2N(C1)C(=CN2)C=2C=CC(=NC2)NC(OC)=O)C)COC)OC